ClCC1=CC(=C2CCN(C(C2=C1)=O)[C@@H]1C=2C=C(N=CC2CCC1)CC)C=1C(=NN(C1)C)C(F)(F)F (S)-7-(Chloromethyl)-3'-ethyl-5-(1-methyl-3-(trifluoromethyl)-1H-pyrazol-4-yl)-3,4,5',6',7',8'-hexahydro-1H-[2,5'-biisoquinolin]-1-one